tert-butyl 4-((tert-butyloxycarbonyl)(3-isopropyl-5-methylpyrazolo[1,5-a]pyrimidin-7-yl)amino)piperidine-1-carboxylate C(C)(C)(C)OC(=O)N(C1CCN(CC1)C(=O)OC(C)(C)C)C1=CC(=NC=2N1N=CC2C(C)C)C